5,6-dimethylpyridine-3-carbaldehyde CC=1C=C(C=NC1C)C=O